C1(CC1)C=1C=NN2C1N=C(C=C2)C2=CNC=1N=C(N=CC12)NC1CCN(CC1)C 5-(3-cyclopropylpyrazolo[1,5-a]pyrimidin-5-yl)-N-(1-methylpiperidin-4-yl)-7H-pyrrolo[2,3-d]pyrimidin-2-amine